N-[6-[7,7-difluoro-2-[(2S,3R)-3-hydroxy-2-methyl-azetidin-1-yl]-5,6-dihydrocyclopenta[d]pyrimidin-4-yl]-4-fluoro-2,3-dihydrobenzofuran-3-yl]methanesulfonamide FC1(CCC2=C1N=C(N=C2C2=CC1=C(C(CO1)NS(=O)(=O)C)C(=C2)F)N2[C@H]([C@@H](C2)O)C)F